3-(5-bromo-2H-indazol-2-yl)propionamide BrC1=CC2=CN(N=C2C=C1)CCC(=O)N